C(C)C(C(=O)O)CCCC.C(C)C(C(=O)O)CCCC.C(C)C(C(=O)O)CCCC.C([C@H](O)[C@H](O)CO)O erythritol tri(ethylhexanoate)